C(C1=CC=CC=C1)OC1=CC(=C(C(=O)O)C=C1C1OCCO1)C#C[Si](C)(C)C 4-(benzyloxy)-5-(1,3-dioxolan-2-yl)-2-[2-(trimethylsilyl)ethynyl]benzoic acid